tert-butyl N-tert-butoxycarbonyl-N-[9-[2-(2,6-dioxo-3-piperidyl)-1,3-dioxo-isoindolin-4-yl]nonyl]carbamate C(C)(C)(C)OC(=O)N(C(OC(C)(C)C)=O)CCCCCCCCCC1=C2C(N(C(C2=CC=C1)=O)C1C(NC(CC1)=O)=O)=O